4-(6-chloro-4-(3,4-dihydro-quinolin-1(2H)-yl)pyridin-2-yl)morpholine ClC1=CC(=CC(=N1)N1CCOCC1)N1CCCC2=CC=CC=C12